3-[1-(2-Chlorobenzoyl)-5-{[(4-fluorophenyl)methyl]sulfanyl}-1H-pyrazol-3-yl]-1-[(3-hydroxypyrrolidin-1-yl)sulfonyl]-4-(trifluoromethyl)pyrrolidin-2-on ClC1=C(C(=O)N2N=C(C=C2SCC2=CC=C(C=C2)F)C2C(N(CC2C(F)(F)F)S(=O)(=O)N2CC(CC2)O)=O)C=CC=C1